Cl.FC1=C(C=C(C(=C1)C=1C=NNC1)F)C=1N=C2C(=NC1)N(C=N2)C2CC(NC(C2)(C)C)(C)C 5-[2,5-difluoro-4-(1H-pyrazol-4-yl)phenyl]-1-(2,2,6,6-tetramethylpiperidin-4-yl)-1H-imidazo[4,5-b]pyrazine hydrochloride